1-(2-bromo-6-fluorophenyl)-2-phenylethanone BrC1=C(C(=CC=C1)F)C(CC1=CC=CC=C1)=O